CC1=C(C=CC(=C1)SCC2=C(N=C(S2)C3=CC=C(C=C3)C(F)(F)F)C)OCC(=O)O The molecule is an aromatic ether that is phenoxyacetic acid in which the phenyl group is substituted at position 2 by a methyl group and at position 4 by a (1,3-thiazol-5-ylmethyl)sulfanediyl group, and in which the 1,3-thiazolyl group is substituted at positions 2 and 4 by p-trifluoromethylphenyl and methyl groups, respectively. It has a role as a PPARbeta/delta agonist and a carcinogenic agent. It is a monocarboxylic acid, a member of 1,3-thiazoles, an organofluorine compound, an aryl sulfide and an aromatic ether.